C1(=CC=CC=C1)S(=O)(=O)N1[C@@H](CCC1)C(=O)N[C@@H](C(=O)O)CCCCCCCC1=NC=2NCCCC2C=C1 (R)-2-((S)-1-(phenylsulfonyl)pyrrolidine-2-carboxamido)-9-(5,6,7,8-tetrahydro-1,8-naphthyridin-2-yl)nonanoic acid